(4-(7-fluoroquinolin-4-yl)piperazin-1-yl)(1-(1-methyl-1H-imidazol-2-ylsulfonyl)piperidin-3-yl)methanone FC1=CC=C2C(=CC=NC2=C1)N1CCN(CC1)C(=O)C1CN(CCC1)S(=O)(=O)C=1N(C=CN1)C